BrC=1C(=CC=C2C=C(C=C(C12)O)O[Si](C(C)C)(C(C)C)C(C)C)F 8-bromo-7-fluoro-3-triisopropylsilyloxy-naphthalen-1-ol